OC1CN(CCN(C1)C(=O)OC(C)(C)C)C(=O)OCC1=CC=CC=C1 O4-Benzyl O1-tert-butyl 6-hydroxy-1,4-diazepane-1,4-dicarboxylate